di-n-octyltin dimaleinate C(\C=C/C(=O)[O-])(=O)[O-].C(\C=C/C(=O)[O-])(=O)[O-].C(CCCCCCC)[Sn+4]CCCCCCCC